N(=N[SiH3])[SiH3] azosilane